ClC1=NN(C(=C1)C(=O)NC1=C(C=C(C=C1C(=O)NC(C)(C)C#N)Cl)Cl)C1=NC=CC=C1Cl 3-chloro-1-(3-chloro-2-pyridinyl)-N-[2,4-di-chloro-6-[[(1-cyano-1-methylethyl)amino]carbonyl]phenyl]-1H-pyrazole-5-carboxamide